OC(CCN1N=C2C=C(C(=CC2=C1)[N+](=O)[O-])C=1C=C(C(=O)OC)C=CC1)(C)C methyl 3-(2-(3-hydroxy-3-methylbutyl)-5-nitro-2H-indazol-6-yl)benzoate